(S)-1-(5-chloro-6-methoxypyridin-3-yl)-5-(5-(3,5-dimethylisoxazol-4-yl)-1-((R)-1-(methylsulfonyl)pyrrolidin-3-yl)-1H-benzo[d]imidazol-2-yl)pyrrolidin-2-one ClC=1C=C(C=NC1OC)N1C(CC[C@H]1C1=NC2=C(N1[C@H]1CN(CC1)S(=O)(=O)C)C=CC(=C2)C=2C(=NOC2C)C)=O